N-(2,5-difluorophenyl)-5-iodo-1H-pyrrolo[2,3-b]pyridine-3-sulfonamide FC1=C(C=C(C=C1)F)NS(=O)(=O)C1=CNC2=NC=C(C=C21)I